2-(2,6-Dioxo-3-piperidyl)-4-(4-piperidylmethylamino)isoindoline-1,3-dione O=C1NC(CCC1N1C(C2=CC=CC(=C2C1=O)NCC1CCNCC1)=O)=O